FC=1C=C(SC1C(=O)N1C[C@H]([C@@H](CC1)C(=O)N1CCC(CC1)(O)CN1C=NC2=C(C1=O)C=CN2C)C2=CC=CC=C2)C2=CSC=C2 3-{[1-({(3R,4R)-1-[(4-fluoro-2,3'-bithiophen-5-yl)carbonyl]-3-phenylpiperidin-4-yl}carbonyl)-4-hydroxypiperidin-4-yl]methyl}-7-methyl-3,7-dihydro-4H-pyrrolo[2,3-d]pyrimidin-4-one